C(C=C)(=O)N1[C@@H](C[C@H](CC1)N1N=CC=2C(=NC=3C(=C(C(=CC3C21)Cl)C2=C(C(=CC=C2)C)C(F)(F)F)F)OC[C@H]2N(CCC2)C)CC#N ((2S,4S)-1-acryloyl-4-(8-chloro-6-fluoro-7-(3-methyl-2-(trifluoromethyl)phenyl)-4-(((S)-1-methylpyrrolidin-2-yl)methoxy)-1H-pyrazolo[4,3-c]quinolin-1-yl)piperidin-2-yl)acetonitrile